C(C)(C)(C)OC(NC1(CC1)CC(C)(C)O)=O (1-(2-hydroxy-2-methylpropyl)cyclopropyl)carbamic acid tert-butyl ester